6-((4-(2,6-dimethylmorpholino)phenyl)amino)-1-methyl-1H-indole-3-carboxylic acid methyl ester COC(=O)C1=CN(C2=CC(=CC=C12)NC1=CC=C(C=C1)N1CC(OC(C1)C)C)C